4-(3-methyl-5-(trifluoromethyl)-1H-pyrazol-1-yl)benzonitrile CC1=NN(C(=C1)C(F)(F)F)C1=CC=C(C#N)C=C1